P(OCC1=CC=CC=C1)(OCC1=CC=CC=C1)(=O)Cl Dibenzyl phosphorochloridate